ClC1=CC=C(C=C1)C(CC(=O)O)NC(=O)C=1C=NN(C1CO)CCC1=NC=2NCCCC2C=C1 3-(4-chlorophenyl)-3-(5-(hydroxymethyl)-1-(2-(5,6,7,8-tetrahydro-1,8-naphthyridin-2-yl)ethyl)-1H-pyrazole-4-carboxamido)propionic acid